C(#N)C=1C=C(C=CC1)C=1N=C(NC(C1)(C(=O)O)NC1=CC=NC=C1)N1CCOCC1 4-(3-cyanophenyl)-2-morpholino-6-(4-pyridylamino)pyrimidine-6-carboxylic acid